6-(5-chloropyridin-2-yl)-6,7-dihydro-5h-pyrrolo[3,4-b]pyrazin-5-one ClC=1C=CC(=NC1)N1CC2=NC=CN=C2C1=O